5-[4-[(3R)-3-aminopyrrolidin-1-yl]-6-chloro-8-(ethylamino)-9H-pyrido[2,3-b]indol-3-yl]pyridine-3-carbonitrile N[C@H]1CN(CC1)C1=C(C=NC=2NC3=C(C=C(C=C3C21)Cl)NCC)C=2C=C(C=NC2)C#N